Triethylene glycol methyl ether 3-(2-oxocyclohexyl)propanoate O=C1C(CCCC1)CCC(=O)OCCOCCOCCOC